triethylene glycol dimaleate C(\C=C/C(=O)O)(=O)O.C(\C=C/C(=O)O)(=O)O.C(COCCOCCO)O